BrC1=CC=C(C=C1)OC1CCC(CC1)(F)F 1-bromo-4-(4,4-difluorocyclohexyloxy)benzene